1-(2-fluoro-4-piperazin-1-yl-phenyl)hexahydropyrimidine-2,4-dione FC1=C(C=CC(=C1)N1CCNCC1)N1C(NC(CC1)=O)=O